5-((2-chloro-3-fluorophenyl)(1-(2,2,2-trifluoroethyl)azetidin-3-yl)methoxy)-N-((R,E)-4-(methylsulfonyl)but-3-en-2-yl)pyrimidine-2-carboxamide ClC1=C(C=CC=C1F)C(OC=1C=NC(=NC1)C(=O)N[C@H](C)\C=C\S(=O)(=O)C)C1CN(C1)CC(F)(F)F